2-(4-fluorophenoxy)-N-{2-[(1E)-2-(hydroxycarbamoyl)eth-1-en-1-yl]-4-(trifluoromethyl)phenyl}benzamide FC1=CC=C(OC2=C(C(=O)NC3=C(C=C(C=C3)C(F)(F)F)\C=C\C(NO)=O)C=CC=C2)C=C1